C(#N)[C@H]1N(CC(C1)(F)F)C(CNC(=O)C1=CC=NC2=CC=C(C=C12)C1=CC=C(OCCCN(C(OC(C)(C)C)=O)CCCOC2=CC=C(C=C2)C=2C=C3C(=CC=NC3=CC2)C(NCC(N2[C@@H](CC(C2)(F)F)C#N)=O)=O)C=C1)=O tert-butyl bis(3-(4-(4-(2-((S)-2-cyano-4,4-difluoropyrrolidin-1-yl)-2-oxoethylcarbamoyl)quinolin-6-yl)phenoxy)propyl)carbamate